CC(C[C@@H](B1OCCNCC(O1)=O)NC([C@H](CC1=CC=CC=C1)NC(=O)C1=NC=CN=C1)=O)C N-((S)-1-(((R)-3-methyl-1-(4-oxo-1,3,6,2-dioxazaborocan-2-yl)butyl)amino)-1-oxo-3-phenylpropan-2-yl)pyrazine-2-carboxamide